NC1=C(C=C(C=N1)C=1C=C2N(N1)CC[C@]21CN(CC1)C(=O)NC(C1=CC=CC=C1)C1CC1)C(F)(F)F (3R)-2'-[6-amino-5-(trifluoromethyl)pyridin-3-yl]-N-[cyclopropyl(phenyl)methyl]-5',6'-dihydrospiro[pyrrolidine-3,4'-pyrrolo[1,2-b]pyrazole]-1-carboxamide